N-[2-(2-bromoisobutyryloxy)ethyl]maleimide BrC(C(=O)OCCN1C(C=CC1=O)=O)(C)C